ClC1=NC(=CC=C1S(=O)(=O)Cl)OC 2-chloro-6-methoxy-pyridine-3-sulfonyl chloride